[5-(4-methylthiopyrimidin-2-yl)imidazo[2,1-b]thiazol-2-yl]methanol CSC1=NC(=NC=C1)C1=CN=C2SC(=CN21)CO